C(N)(OCC(N1N=CC(=C1)C1=C(C(=CC=C1)N)OC)C(C)(C)C)=O (tert-butyl 2-(4-(3-amino-2-methoxyphenyl)-1H-pyrazol-1-yl) ethyl) carbamate